FC1CC(C1)C=1SC=CN1 2-(3-Fluorocyclobutyl)thiazole